FC(C=1C=C(C=NC1OC[C@](CC(C)C)(N)C)C1=CC(=NC=C1)C)F (S)-1-((5-(difluoromethyl)-2'-methyl-[3,4'-bipyridin]-6-yl)oxy)-2,4-dimethylpentan-2-amine